benzyl rac-(3S)-3-[7-[2-benzyloxy-6-methyl-4-(trifluoromethyl)phenyl]-1,8-naphthyridin-2-yl]piperidine-1-carboxylate C(C1=CC=CC=C1)OC1=C(C(=CC(=C1)C(F)(F)F)C)C1=CC=C2C=CC(=NC2=N1)[C@@H]1CN(CCC1)C(=O)OCC1=CC=CC=C1 |r|